C(C)N(C=1C2=C(N=CN1)N(C=C2)C[C@]2([C@@H](CN(CC2)CC(=O)N)O)O)CC2CCC(CC2)C(F)(F)F |r| 2-((3RS,4RS)-4-((4-(Ethyl(((1r,4R)-4-(trifluoromethyl)-cyclohexyl)methyl)amino)-7H-pyrrolo[2,3-d]pyrimidin-7-yl)methyl)-3,4-dihydroxypiperidin-1-yl)acetamide